FC=1C=C2CCCNC2=CC1 6-fluoro-1,2,3,4-tetrahydro-quinoline